2,3,5-triiodophenol IC1=C(C=C(C=C1I)I)O